2-{[6-(Azetidin-1-yl)-4-fluoro-1-benzofuran-2-carbonyl]sulfamoyl}-N,N-dimethylpyridine-3-carboxamide N1(CCC1)C1=CC2=C(C=C(O2)C(=O)NS(=O)(=O)C2=NC=CC=C2C(=O)N(C)C)C(=C1)F